2-((R)-6-chloroisochroman-1-yl)-5-(4-methyl-7H-pyrrolo[2,3-d]pyrimidin-7-yl)tetrahydrofuran-3,4-diol ClC=1C=C2CCO[C@H](C2=CC1)C1OC(C(C1O)O)N1C=CC2=C1N=CN=C2C